NC1=CC=C(C(=N1)F)Br 6-amino-3-bromo-2-fluoropyridine